3-((1R,4s)-4-((tert-butyldimethylsilyl)oxy)cyclohexyl)propan-1-amine [Si](C)(C)(C(C)(C)C)OC1CCC(CC1)CCCN